CC1(NC(CC(C1)C1=NC=2N(C=C1C(F)(F)F)C=C(N2)C2=C(C=C(C=C2)N2N=CC=N2)O)(C)C)C 2-(7-(2,2,6,6-tetramethylpiperidin-4-yl)-6-(trifluoromethyl)imidazo[1,2-a]pyrimidin-2-yl)-5-(2H-1,2,3-triazol-2-yl)phenol